ClC=1C=C(C=CC1C)C1(CC1)C#N (3-chloro-4-methylphenyl)cyclopropane-1-carbonitrile